BrC=1SC2=C(N1)C=C(C(=C2)O[C@@H]2[C@@H](CC(C2)(C)C)O)F |r| rac-cis-2-((2-bromo-5-fluorobenzo[d]thiazol-6-yl)oxy)-4,4-dimethylcyclopentanol